(1R)-2,2-difluoro-N-[5-(4-methyl-6-propionylpyridin-3-yl)-[1,2,4]triazolo[3,4-a]2,6-naphthyridin-9-yl]cyclopropane-1-carboxamide FC1([C@H](C1)C(=O)NC1=NC=C2C=C(N3C(C2=C1)=NN=C3)C=3C=NC(=CC3C)C(CC)=O)F